N-(3-fluoro-2-methoxyphenyl)-2-oxo-1,2,5,6-tetrahydropyridine-3-carbothioic acid amide FC=1C(=C(C=CC1)NC(=S)C=1C(NCCC1)=O)OC